2-bromo-5-(propan-2-yl)-1,3-thiazole BrC=1SC(=CN1)C(C)C